(2s,4s)-2-(6-Cyclohexyl-2-azaspiro[3.4]octane-2-carbonyl)-7-oxa-5-azaspiro[3.4]octan-6-one C1(CCCCC1)C1CC2(CN(C2)C(=O)C2CC3(C2)NC(OC3)=O)CC1